N-(1-((1S,3S)-3-(1,1-difluoroethyl)cyclopentyl)-2-oxo-1,2-dihydropyridin-3-yl)-4-((2-hydroxyethyl)sulfonamido)-2-(6-azaspiro[2.5]octan-6-yl)benzamide FC(C)(F)[C@@H]1C[C@H](CC1)N1C(C(=CC=C1)NC(C1=C(C=C(C=C1)NS(=O)(=O)CCO)N1CCC2(CC2)CC1)=O)=O